N-(2-((3,5-difluoro-4-(trimethylsilyl)phenyl)amino)-1-(4-methoxyphenyl)-2-oxoethyl)-3-hydroxy-N-methyl-1,2-oxazole-5-carboxamide FC=1C=C(C=C(C1[Si](C)(C)C)F)NC(C(C1=CC=C(C=C1)OC)N(C(=O)C1=CC(=NO1)O)C)=O